ClC=1N=C(NC1C=1[C@H](CN(CC1)C(=O)OC(C)(C)C)C)C1=NC=C(C=C1)F |o1:7| Tert-butyl (R*)-4-(4-chloro-2-(5-fluoropyridin-2-yl)-1H-imidazol-5-yl)-3-methyl-3,6-dihydropyridine-1(2H)-carboxylate